CC=1C=C2C(CCOC2=C(C1O[C@H](C1=CC=C(C(=O)N)C=C1)C1=CC=C(C=C1)F)C)=O (R,S)-4-(((6,8-Dimethyl-4-oxochroman-7-yl)oxy)(4-fluorophenyl)methyl)benzamide